N-(1-(2,6-dioxopiperidin-3-yl)-2-oxo-1,2-dihydrobenzo[cd]indol-6-yl)-7-oxo-7-(piperidin-1-yl)heptanamide O=C1NC(CCC1N1C(C2=C3C(C(=CC=C13)NC(CCCCCC(N1CCCCC1)=O)=O)=CC=C2)=O)=O